OC1=C(C(=CC(=C1)C)C)C1=CC=C(N=N1)N1C(C[C@H](C1)CO)=O (4R)-1-[6-(2-hydroxy-4,6-dimethyl-phenyl)pyridazin-3-yl]-4-(hydroxymethyl)pyrrolidin-2-one